C(C)(C)NC(OC1CC(C1)C1=CC(=NN1)NC(COC1=C(C(=CC(=C1)OC)O)/C=N/C(C)C)=O)=O (1s,3s)-3-(3-(2-(3-hydroxy-2-((E)-(isopropylimino)methyl)-5-methoxyphenoxy)acetamido)-1H-pyrazol-5-yl)cyclobutyl isopropylcarbamate